2,6-di-t-butyl-4-methylphenolate C(C)(C)(C)C1=C(C(=CC(=C1)C)C(C)(C)C)[O-]